C(C)(C)(C)OC(=O)NS(=O)(=O)N(C1CC1)CC1CN(C1)C(=O)OC(C)(C)C tert-butyl 3-(((N-(tert-butoxycarbonyl)sulfamoyl)(cyclopropyl)amino)methyl)azetidine-1-carboxylate